C(C)(C)(C)C=1C=C(N(N1)C)C(=O)NC1=CC(=NC=C1)C(=O)NC(C)(C)C#N 4-[(5-tert-butyl-2-methyl-pyrazole-3-carbonyl)amino]-N-(1-cyano-1-methyl-ethyl)pyridine-2-carboxamide